Hexane sodium [Na].CCCCCC